2-(3-bromophenyl)pyridin BrC=1C=C(C=CC1)C1=NC=CC=C1